[Si](C1=CC=CC=C1)(C1=CC=CC=C1)(C(C)(C)C)OCC(CO)(CO)CO 2-({[tert-butyl(diphenyl)silyl]oxy}methyl)-2-(hydroxymethyl)propane-1,3-diol